(3R)-7-((2S,5R)-4-acryloyl-2,5-dimethylpiperazin-1-yl)-9-chloro-10-(2,4-difluorophenyl)-3-((1,1-dioxidothiomorpholino)methyl)-2,3-dihydro-5H-[1,4]oxazino[2,3,4-ij]quinazolin-5-one C(C=C)(=O)N1C[C@@H](N(C[C@H]1C)C1=NC(N2C3=C(C(=C(C=C13)Cl)C1=C(C=C(C=C1)F)F)OC[C@H]2CN2CCS(CC2)(=O)=O)=O)C